FC1(CN(CC1)CC1=CC=C(C=C1)S(=O)(N)=NC(NC1=C2CCCC2=CC=2CCCC12)=O)F 4-((3,3-Difluoropyrrolidin-1-yl)methyl)-N'-(1,2,3,5,6,7-hexahydro-s-indacen-4-ylcarbamoyl)benzenesulfonimidamide